OC=1C(=C2C3(C(NC2=CC1)=O)CCC3)C 5'-hydroxy-4'-methyl-1'H-spiro[cyclobutane-1,3'-indol]-2'-one